N-[3-chloro-1-(3-pyridinyl)pyrazol-4-yl]-N-ethyl-3-(3,3,3-trifluoropropylthio)propionamide ClC1=NN(C=C1N(C(CCSCCC(F)(F)F)=O)CC)C=1C=NC=CC1